5-fluoro-2-(1-(2,2,2-trifluoroethyl)-1H-pyrazol-4-yl)pyridine FC=1C=CC(=NC1)C=1C=NN(C1)CC(F)(F)F